3-difluoromethylpyridin-2(1H)one FC(C=1C(NC=CC1)=O)F